4-(1-(2-Chloro-4-((cyclopropylamino)methyl)phenyl)-1H-imidazol-4-yl)-N-(1-(methylsulfonyl)piperidin-4-yl)-5-(trifluoromethyl)pyrimidin-2-amine ClC1=C(C=CC(=C1)CNC1CC1)N1C=NC(=C1)C1=NC(=NC=C1C(F)(F)F)NC1CCN(CC1)S(=O)(=O)C